C(C1=CC=CC=C1)C1N(CCNC1)C(CCCC=1C=C(C(=NC1)C(=O)O)O)C.ClC1=CC=C(COC2=CC=NC=C2)C=C1 4-(4-chlorobenzyloxy)pyridine 5-(4-(Benzylpiperazin-1-yl)pentyl)-3-hydroxypicolinate